phenyl 1-methylhydrazine-1-carboxylate CN(N)C(=O)OC1=CC=CC=C1